R-1-isopropylamino-3-(6-hydroxy-1-naphthoxy)-2-propanol C(C)(C)NC[C@H](COC1=CC=CC2=CC(=CC=C12)O)O